FC(C1=NN=C(S1)C1=NC=C2N1C=C(C=C2OCCCOC)S(=O)(=O)Cl)F 3-(5-(difluoromethyl)-1,3,4-thiadiazol-2-yl)-8-(3-methoxypropoxy)imidazo[1,5-a]pyridine-6-sulfonyl chloride